BrC1=NC=C(C(=N1)OC)F 2-Bromo-5-Fluoro-4-methoxypyrimidine